(1R)-1-[4-(trifluoromethoxy)phenyl]ethanol FC(OC1=CC=C(C=C1)[C@@H](C)O)(F)F